4-phenoxy-3-(trifluoromethyl)aniline O(C1=CC=CC=C1)C1=C(C=C(N)C=C1)C(F)(F)F